CN1C2=C(C=3C=CC(=CC13)C=1C=CC(=NC1)OC1CC(C1)O)C=NC=C2 3-((5-(5-methyl-5H-pyrido[4,3-b]indol-7-yl)pyridin-2-yl)oxy)cyclobutanol